1-Cyclobutyl-N-[4-[(6,7-dimethoxy-1,5-naphthyridin-4-yl)oxy]-3-fluorophenyl]-5-(4-fluorophenyl)-4-oxopyridine-3-carboxamide C1(CCC1)N1C=C(C(C(=C1)C1=CC=C(C=C1)F)=O)C(=O)NC1=CC(=C(C=C1)OC1=CC=NC2=CC(=C(N=C12)OC)OC)F